CN([C@@H](C(C)C)C(=O)OC)C(N([C@@H]1CN(CCC1)C(=O)C1[N@@](C1)C(C1=CC=CC=C1)(C1=CC=CC=C1)C1=CC=CC=C1)C)=O methyl N-methyl-N-(methyl((S)-1-((R)-1-tritylaziridine-2-carbonyl)piperidin-3-yl)carbamoyl)-L-valinate